FC=1C=C(C=CC1)C(N1C[C@@H](N(C[C@H]1C)C1=CC(N(C=2C=CC(=NC12)C#N)C)=O)C)C1=CC=C(C=C1)F 8-[(2S,5R)-4-[(3-Fluorophenyl)(4-fluorophenyl)methyl]-2,5-dimethylpiperazin-1-yl]-5-methyl-6-oxo-5,6-dihydro-1,5-naphthyridin-2-carbonitril